C1(CCCCC1)C(COCC)(COCC)CCC(CCC(C)C)(CCC(C)C)F 2-cyclohexyl-2-(3-fluoro-3-isopentyl-6-methylheptyl)-1,3-diethoxypropane